BrC1=CC2=C(N(S(C2)(=O)=O)CC2=CC=C(C=C2)OC)C=C1 5-bromo-1-[(4-methoxyphenyl)methyl]-1,3-dihydro-2λ6-benzo[C][1,2]thiazole-2,2-dione